CC(C)C1=NOC(=N1)C1=NN2C(=NC=3C=CC=CC3C2=N1)NC=1C(N=CC=CC1)=O (3R)-3-({2-[3-(prop-2-yl)-1,2,4-oxadiazol-5-yl][1,2,4]triazolo[1,5-c]quinazolin-5-yl}amino)azepin-2-one